N-(6-amino-1,3-diethyl-2,4-dioxo-1,2,3,4-tetrahydropyrimidin-5-yl)-3-(6-((tetrahydrofuran-3-yl)oxy)pyridin-3-yl)acrylamide NC1=C(C(N(C(N1CC)=O)CC)=O)NC(C=CC=1C=NC(=CC1)OC1COCC1)=O